N-{8-fluoro-2,3-dimethylimidazo[1,2-a]pyridin-6-yl}-2-methyl-4-(piperazin-1-yl)indazole-7-carboxamide FC=1C=2N(C=C(C1)NC(=O)C1=CC=C(C3=CN(N=C13)C)N1CCNCC1)C(=C(N2)C)C